2-[(1-acetylpiperidin-4-yl)methyl]-4-methyl-8-(trifluoromethyl)-4,5-dihydro-2H-furo[2,3-g]indazole-7-carboxylate C(C)(=O)N1CCC(CC1)CN1N=C2C3=C(CC(C2=C1)C)OC(=C3C(F)(F)F)C(=O)[O-]